(3R)-3-hydroxy-1-methyl-3-(3-(6-(2-((1-(pyrrolidin-3-yl)-1H-pyrazol-4-yl)amino)pyrimidin-4-yl)pyridin-2-yl)isoxazol-5-yl)pyrrolidin-2-one trifluoroacetate FC(C(=O)O)(F)F.O[C@@]1(C(N(CC1)C)=O)C1=CC(=NO1)C1=NC(=CC=C1)C1=NC(=NC=C1)NC=1C=NN(C1)C1CNCC1